N-(2,4-dimethoxybenzyl)-5-fluoropyridin-2-amine COC1=C(CNC2=NC=C(C=C2)F)C=CC(=C1)OC